C(C)(C)(C)N1C(CC(C1)=O)C tert-butyl-2-methyl-4-oxopyrrolidine